bis(phthalic acid) borate B(O)(O)O.C(C=1C(C(=O)O)=CC=CC1)(=O)O.C(C=1C(C(=O)O)=CC=CC1)(=O)O